9-([4-[5-cyclopropyl-3-(trifluoromethyl)pyrazol-1-yl]phenyl]methyl)-2-(4-cyclopropyl-6-methoxypyrimidin-5-yl)-7H-purin-8-one C1(CC1)C1=CC(=NN1C1=CC=C(C=C1)CN1C2=NC(=NC=C2NC1=O)C=1C(=NC=NC1OC)C1CC1)C(F)(F)F